C(C)(C)(C)[Si](C)(C)O[C@H]1[C@@H](O[C@H]([C@@H](C1)O[Si](C)(C)C(C)(C)C)O[C@H](C)CCC=C)C tert-butyl({[(2S,3R,5R,6R)-5-[(tert-butyldimethylsilyl)oxy]-6-[(2R)-hex-5-en-2-yloxy]-2-methyloxan-3-yl]oxy})dimethylsilane